methyl 3-(5-(3-fluoro-4-methyl-5-nitrophenyl)-1,2,4-oxadiazol-3-yl)azetidine-1-carboxylate FC=1C=C(C=C(C1C)[N+](=O)[O-])C1=NC(=NO1)C1CN(C1)C(=O)OC